NC=1C(=NC=CC1C)Cl 3-amino-2-chloro-4-methylpyridine